C(C(=C)C)(=O)OCCC(C)OC(C(=C)C)=O 1,3-butyleneglycol dimethacrylate